3-(cyclohex-1-en-1-yl)-5-(hydroxymethyl)-2-phenyl-6-(quinoxalin-6-yl)pyrazolo[1,5-a]pyrimidin-7(4H)-one C1(=CCCCC1)C=1C(=NN2C1NC(=C(C2=O)C=2C=C1N=CC=NC1=CC2)CO)C2=CC=CC=C2